C(C)(C)(C)OC(=O)N1CC2(C1)CN(CC2)C2=NC=1CCCCC1C(=N2)NC(CC(=O)O)CC(C)C 3-((2-(2-(tert-butoxycarbonyl)-2,6-diazaspiro[3.4]octan-6-yl)-5,6,7,8-tetrahydroquinazolin-4-yl)amino)-5-methylhexanoic acid